C1(CC1)C=1C=C(N(N1)C)C(=O)N 5-cyclopropyl-2-methyl-pyrazole-3-carboxamide